2-fluorovinyl-4-(trifluoromethyl)benzenesulfonic acid FC=CC1=C(C=CC(=C1)C(F)(F)F)S(=O)(=O)O